(2-benzyl-1,1-dioxo-3H-isothiazol-4-yl) triflate O(S(=O)(=O)C(F)(F)F)C=1CN(S(C1)(=O)=O)CC1=CC=CC=C1